tert-butyl 3-(5-(3-((3-cyanophenyl)(hydroxy)methyl)phenylcarbamoyl)-3-(trifluoromethyl)-1H-pyrazol-1-yl)benzylcarbamate C(#N)C=1C=C(C=CC1)C(C=1C=C(C=CC1)NC(=O)C1=CC(=NN1C=1C=C(CNC(OC(C)(C)C)=O)C=CC1)C(F)(F)F)O